NC1=CC=C(C=C1)C1=CC=C(C(=N1)Cl)C(=O)NC1=CC(=C(C=C1)C)C(F)(F)F 6-(4-aminophenyl)-2-chloro-N-[4-methyl-3-(trifluoromethyl)phenyl]pyridine-3-carboxamide